NC=1C(=CC(=C(C1)C=1C(N(C2=CC(=NC=C2C1)Cl)CC(F)(F)F)=O)Cl)F 3-(5-amino-2-chloro-4-fluorophenyl)-7-chloro-1-(2,2,2-trifluoroethyl)-1,6-naphthyridin-2(1H)-one